2-chloro-4-(3-(cyanomethyl)piperidin-1-yl)benzoic acid ClC1=C(C(=O)O)C=CC(=C1)N1CC(CCC1)CC#N